1,11a-dihydro-3H,5H-spiro[benzo[e]pyrrolo[1,2-a][1,4]diazepine-2,1'-cyclopropan]-5-one C12(CC1)CC1N(C(C3=C(N=C1)C=CC=C3)=O)C2